(R)-N4-(1-(3-bromo-2-methylphenyl)ethyl)-N2-(2,2-dimethoxyethyl)-6-morpholinoquinazoline-2,4-diamine BrC=1C(=C(C=CC1)[C@@H](C)NC1=NC(=NC2=CC=C(C=C12)N1CCOCC1)NCC(OC)OC)C